C[C@H]1COC2=C(CN1C(=O)NC1=CC(=C(C=C1)C)C=1OC=C(N1)C)C=CC=C2 (S)-3-methyl-N-(4-methyl-3-(4-methyloxazol-2-yl)phenyl)-2,3-dihydrobenzo[f][1,4]oxazepine-4(5H)-carboxamide